1-(1-Acetylazetidin-3-yl)-N-((1,2,3,5,6,7-hexahydro-s-indacen-4-yl)carbamoyl)piperidine-4-sulfonamide, Potassium Salt [K].C(C)(=O)N1CC(C1)N1CCC(CC1)S(=O)(=O)NC(NC1=C2CCCC2=CC=2CCCC12)=O